ethylene glycol mono-tosylate S(=O)(=O)(C1=CC=C(C)C=C1)OCCO